(R)-1-(5-fluoro-4-((1-(5-(2,3,5-trifluorophenyl)-4,5-dihydro-1H-pyrazole-1-carbonyl)azetidin-3-yl)oxy)pyridin-2-yl)-3,5-dimethyl-1H-pyrazole-4-sulfonamide FC=1C(=CC(=NC1)N1N=C(C(=C1C)S(=O)(=O)N)C)OC1CN(C1)C(=O)N1N=CC[C@@H]1C1=C(C(=CC(=C1)F)F)F